ClC1=CC=C(C(=N1)C(=NO)N)O[C@H](C)C=1C=C(C=C2C(C(=C(OC12)C1=CC2=C(OC(O2)(F)F)C=C1)C)=O)C 6-Chloro-3-[(1R)-1-[2-(2,2-difluoro-1,3-benzodioxol-5-yl)-3,6-dimethyl-4-oxo-chromen-8-yl]ethoxy]-N'-hydroxy-pyridine-2-carboxamidine